5-((4'-(methylsulfonyl)-[1,1'-biphenyl]-4-yl)thio)-1H-1,2,3-triazole-4-carboxylic acid CS(=O)(=O)C1=CC=C(C=C1)C1=CC=C(C=C1)SC1=C(N=NN1)C(=O)O